(2-(5-((tert-Butoxycarbonyl)amino)-3-chloropyridin-2-yl)-2H-1,2,3-triazol-4-yl)methanesulfonic acid methyl ester COS(=O)(=O)CC1=NN(N=C1)C1=NC=C(C=C1Cl)NC(=O)OC(C)(C)C